N-(1-(4-(3-hydroxycyclobutoxy)-6-(3-methoxytetrahydrofuran-3-yl)pyridin-2-yl)-1H-pyrazolo[4,3-c]pyridin-6-yl)acetamide OC1CC(C1)OC1=CC(=NC(=C1)C1(COCC1)OC)N1N=CC=2C=NC(=CC21)NC(C)=O